FC1=C(C=CC=C1C(F)(F)F)C(C)NC1=NC(=NC2=CC3=C(C=C12)C1(C(N3C)=O)CCCC1)C 4'-((1-(2-fluoro-3-(trifluoromethyl)phenyl)ethyl)amino)-2',8'-dimethylspiro[cyclopentane-1,6'-pyrrolo[3,2-g]quinazolin]-7'(8'H)-one